Amino-2-((1S,3R)-3-((5-chloropyrimidin-2-yl)amino)cyclohexyl)isoindolin-1-one NC1N(C(C2=CC=CC=C12)=O)[C@@H]1C[C@@H](CCC1)NC1=NC=C(C=N1)Cl